C1=CC(=C2C(=C1)N=C3C(=N2)C=CC=C3C(=O)[O-])C(=O)[O-] The molecule is a dicarboxylic acid dianion obtained by deprotonation of the carboxy groups of phenazine-1,6-dicarboxylic acid; major species at pH 7.3. It is a conjugate base of a phenazine-1,6-dicarboxylic acid.